5-(((1R,8S,9s)-bicyclo[6.1.0]non-4-yn-9-yl)methoxy)-4,6-dibromo-1H-indole-3-yl β-D-glucopyranosiduronic acid O([C@H]1[C@H](O)[C@@H](O)[C@H](O)[C@H](O1)C(=O)O)C1=CNC2=CC(=C(C(=C12)Br)OCC1[C@H]2CCC#CCC[C@@H]12)Br